2,5-dimethyl-hexane tert-butyl-(2R,5S)-4-[5-chloro-4-[[(1R)-1-(2,4-dichlorophenyl)ethyl]amino]pyrimidin-2-yl]-2,5-dimethyl-piperazine-1-carboxylate C(C)(C)(C)OC(=O)N1[C@@H](CN([C@H](C1)C)C1=NC=C(C(=N1)N[C@H](C)C1=C(C=C(C=C1)Cl)Cl)Cl)C.CC(C)CCC(C)C